4-({3-chloro-7H-pyrrolo[2,3-c]pyridazin-7-yl}methyl)-4-fluoropiperidin-1-ium trifluoroacetate FC(C(=O)[O-])(F)F.ClC1=CC2=C(N=N1)N(C=C2)CC2(CC[NH2+]CC2)F